1,3-dihydro-2H-indene C1CCC2=CC=CC=C12